S1SSSCC1 1,2,3,4-tetrathiane